2-((2-methoxyethyl)sulfonyl)ethan-1-one COCCS(=O)(=O)CC=O